N1=CC=C(C=C1)N1C(=NN=C1)C1=CC=C(OCC2=NC3=CC=CC=C3C=C2)C=C1 2-[4-(4-pyridin-4-yl-4H-[1,2,4]triazol-3-yl)-phenoxymethyl]-quinoline